N-[(6-Amino-2-pyridyl)sulfonyl]-6-(2-isopropylpyrimidin-5-yl)-2-(2,4,6-trimethylphenoxy)pyridin-3-carboxamid NC1=CC=CC(=N1)S(=O)(=O)NC(=O)C=1C(=NC(=CC1)C=1C=NC(=NC1)C(C)C)OC1=C(C=C(C=C1C)C)C